ClC1NC(NNC1C(=O)OCC)SC Ethyl 5-chloro-3-(methylthio)-1,2,4-triazacyclohexane-6-carboxylate